2-[6-(4-bromophenoxy)-2-(tri-fluoromethyl)-3-pyridyl]-1-(1,2,4-triazol-1-yl)propan-2-ol BrC1=CC=C(OC2=CC=C(C(=N2)C(F)(F)F)C(CN2N=CN=C2)(C)O)C=C1